COC(=O)C1(C(NCCC1)=O)CC=1C=CC=2N(N1)C=C(N2)[C@H](C2CCC(CC2)(F)F)NC(=O)OCC2=CC=CC=C2.C2(=CC=C(C=C2)C(=O)C2=CC=C(C=C2)C2=CC=CC=C2)C2=CC=CC=C2 bis([1,1'-biphenyl]-4-yl)methanone methyl-3-((2-((S)-(((benzyloxy)carbonyl)amino)(4,4-difluorocyclohexyl)methyl)imidazo[1,2-b]pyridazin-6-yl)methyl)-2-oxopiperidine-3-carboxylate